FC=1C(=NC=CC1C(F)(F)F)C(=O)OCC ethyl 3-fluoro-4-(trifluoromethyl)picolinate